dibutoxy-titanium C(CCC)O[Ti]OCCCC